3-vinylimidazo[1,2-b]pyridazine-6-carboxylic acid methyl ester COC(=O)C=1C=CC=2N(N1)C(=CN2)C=C